FC(CN1C[C@@H](N(CC1)CC1=C2C=CNC2=C(C=C1OC)C)C1=CC(=C(C(=O)O)C=C1)N1CCCC1)F (s)-4-(4-(2,2-Difluoroethyl)-1-((5-methoxy-7-methyl-1H-indol-4-yl)methyl)piperazin-2-yl)-2-(pyrrolidin-1-yl)benzoic acid